(1H-inden-2-yl)dimethyl-(2,3,4,5-tetramethylcyclopent-2,4-dienyl)silane C1C(=CC2=CC=CC=C12)[Si](C1C(=C(C(=C1C)C)C)C)(C)C